C1=C(C=CC=2C3=CC=CC=C3CC12)NC(C=C)=O N-(2-fluorenyl)acrylamide